ethyl 2-((2-((2,3-dimethoxyphenyl)amino)-2-oxoethyl)thio)-1H-imidazole-4-carboxylate COC1=C(C=CC=C1OC)NC(CSC=1NC=C(N1)C(=O)OCC)=O